2-Butanol CC(CC)O